N-cyclohexyl-2-benzothiazolyl-sulfamide C1(CCCCC1)N(S(=O)(=O)N)C=1SC2=C(N1)C=CC=C2